C(CC)OC=1C=C(C=C(C1)OCCC)O 3,5-dipropoxyphenol